FC1=CC(=C(C=C1C=1C=NC(=NC1)N1CCOCC1)NC(=O)C=1C(=NC=NC1)C(F)(F)F)N1C[C@H](N([C@H](C1)C)C)C |r| N-[4-fluoro-5-(2-morpholin-4-ylpyrimidin-5-yl)-2-[rac-(3R,5S)-3,4,5-trimethylpiperazin-1-yl]phenyl]-4-(trifluoromethyl)pyrimidine-5-carboxamide